C(C)NC(=O)C1CC(CCC1C(C)C)C 3-menthanecarboxylic acid N-ethylamide